1,1-dimethyl-3-dimethylphenylsilyl-1-allylborane CB(CC=C[Si](C1=CC=CC=C1)(C)C)C